C(C1=CC=CC=C1)SC(=S)SC(C)O (benzylsulfanylthiocarbonylsulfanyl)ethanol